FC1=C(C=CC(=C1)CN1C(N(C=2C=NC3=C4C(=CC=C3C21)OCO4)C)=O)P(O)(O)=O (2-fluoro-4-((6-methyl-7-oxo-6,7-dihydro-8H-[1,3]dioxolo[4,5-h]imidazo[4,5-c]quinolin-8-yl)methyl)phenyl)phosphonic acid